2-({3-[2-(4-chloro-3-fluorophenoxy)acetamido]bicyclo[1.1.1]pent-1-yl}amino)pyridine-4-carboxylic acid methyl ester COC(=O)C1=CC(=NC=C1)NC12CC(C1)(C2)NC(COC2=CC(=C(C=C2)Cl)F)=O